4-(benzyloxy)-2-hydroxy-3,6-dimethylbenzoic acid C(C1=CC=CC=C1)OC1=C(C(=C(C(=O)O)C(=C1)C)O)C